(6-(3-(Difluoromethoxy)benzyl)-2-azaspiro[3.3]heptan-2-yl)((1s,3s)-3-hydroxy-3-methylcyclobutyl)methanon FC(OC=1C=C(CC2CC3(CN(C3)C(=O)C3CC(C3)(C)O)C2)C=CC1)F